(R)-4-(4-chloro-3-fluorophenyl)-3-methylmorpholine ClC1=C(C=C(C=C1)N1[C@@H](COCC1)C)F